3-methyl-quinazolin-4(3H)-one CN1C=NC2=CC=CC=C2C1=O